[Br].BrC1=C(C=C(C=C1)OC)CC(=O)O 2-(2-bromo-5-methoxyphenyl)acetic acid Bromine